BrC(C(=O)[O-])(CBr)C 2,3-dibromo-2-methylpropionate